ethyl 1-(6-chloro-5-fluoro-pyrimidin-4-yl)piperidine-4-carboxylate ClC1=C(C(=NC=N1)N1CCC(CC1)C(=O)OCC)F